o-methoxyaniline-d3 (1S,3S)-3-((6-(3-((((2-cyclopropylethyl)(methyl)carbamoyl)oxy)methyl)-Methyl-5-fluorothiophen-2-yl)-2-methylpyridin-3-yl)oxy)cyclohexane-1-carboxylate C1(CC1)CCN(C(=O)OCC1=C(SC(=C1C)F)C1=CC=C(C(=N1)C)O[C@@H]1C[C@H](CCC1)C(=O)O)C.COC1=C(N([2H])[2H])C=CC=C1[2H]